di-tert-butyl (S)-4-oxopyrrolidine-1,2-dicarboxylate O=C1C[C@H](N(C1)C(=O)OC(C)(C)C)C(=O)OC(C)(C)C